ClC1=C(C#N)C=C(C=C1)C(=O)N1CC=2C(=NN3C2C(N(CC3)[C@H](C)C3=CC(=CC=C3)C(F)(F)F)=O)C[C@H]1C |o1:22| 2-Chloro-5-((R)-3-methyl-10-oxo-9-((R*)-1-(3-(trifluoromethyl)phenyl)ethyl)-1,2,3,4,7,8,9,10-octahydropyrido[4',3':3,4]pyrazolo[1,5-a]pyrazine-2-carbonyl)benzonitrile